ON=C(N)C1=NC=C(N=C1)NC1=NC(=NO1)C1=CC=C(C=C1)OC(F)(F)F N'-hydroxy-5-((3-(4-(trifluoromethoxy)phenyl)-1,2,4-oxadiazol-5-yl)amino)pyrazine-2-carboxamidine